BrC=1C(=C2CC[C@]3(N(COC3)C3=NC=C(C=C3OCF)C(F)(F)F)C2=CC1)F (S)-5-bromo-4-fluoro-3'-(3-(fluoromethoxy)-5-(trifluoromethyl)pyridin-2-yl)-2,3-dihydrospiro[indene-1,4'-oxazolidine]